3-(3-(4-methyl-2-methoxyphenyl)-5-methyl-4-thiazolinonyl)-N-(4-phenylbutyl)benzamide tert-butyl-N-hydroxy-N-[(1S)-1-(2-carbamoylthiazol-4-yl)-3-hydroxy-propyl]carbamate C(C)(C)(C)OC(N([C@@H](CCO)C=1N=C(SC1)C(N)=O)O)=O.CC1=CC(=C(C=C1)N1C(SC(=C1C=1C=C(C(=O)NCCCCC2=CC=CC=C2)C=CC1)C)=O)OC